2,5-dimethyl-6-phenyl-5H-pyrrolo[2,3-b]Pyrazine-7-carboxylic acid CC=1N=C2C(=NC1)N(C(=C2C(=O)O)C2=CC=CC=C2)C